3,4-Dihydroxy-alpha-chloroacetophenone C1=CC(=C(C=C1C(=O)CCl)O)O